Tert-butyl (2S,4R)-4-hydroxy-2-(((R)-2-hydroxy-1-(4-(pyrimidin-2-yl)phenyl)ethyl)carbamoyl)pyrrolidine-1-carboxylate O[C@@H]1C[C@H](N(C1)C(=O)OC(C)(C)C)C(N[C@@H](CO)C1=CC=C(C=C1)C1=NC=CC=N1)=O